ethyl 6,7-dichloro-2-(4,4-difluoroazepan-1-yl)quinoline-3-carboxylate ClC=1C=C2C=C(C(=NC2=CC1Cl)N1CCC(CCC1)(F)F)C(=O)OCC